(2R)-1-Ethyl 2-methyl pyrrolidine-1,2-dicarboxylate N1([C@H](CCC1)C(=O)OC)C(=O)OCC